(rac)-(2r,4s)-2-(6-(3-isopropylphenyl)-2-azaspiro[3.4]octane-2-carbonyl)-5-azaspiro[3.4]octan-6-one C(C)(C)C=1C=C(C=CC1)[C@H]1CC2(CN(C2)C(=O)C2CC3(C2)NC(CC3)=O)CC1 |r|